(R)-5-chloro-N-(1-((4-fluoropiperidin-4-yl)methyl)piperidin-3-yl)-4-(1H-pyrrolo[2,3-b]pyridin-3-yl)pyrimidin-2-amine hydrochloride Cl.ClC=1C(=NC(=NC1)N[C@H]1CN(CCC1)CC1(CCNCC1)F)C1=CNC2=NC=CC=C21